Tert-butyl (5-fluoro-2-(4-nitrobenzamido)phenyl)carbamate FC=1C=CC(=C(C1)NC(OC(C)(C)C)=O)NC(C1=CC=C(C=C1)[N+](=O)[O-])=O